3-Hydroxy-4-[2-[[(3R,5S)-5-hydroxy-3-piperidyl]amino]oxazolo[4,5-b]pyridin-5-yl]-5-methyl-benzonitrile OC=1C=C(C#N)C=C(C1C1=CC=C2C(=N1)N=C(O2)N[C@H]2CNC[C@H](C2)O)C